C(C)(C)(C)OC(=O)N1CCC(CC1)N1N=CC(=C1)NC1=NC=C(C(=N1)C1=C(C(=O)O)C=CC=C1)Cl (2-((1-(1-(tert-butoxycarbonyl)piperidin-4-yl)-1H-pyrazol-4-yl)amino)-5-chloropyrimidin-4-yl)benzoic acid